(S)-8-(2-chloro-4-(2-(piperazin-1-yl)ethoxy)phenyl)-6-(1-methylcyclopropoxy)-9-(1-(pyridin-2-yl)propan-2-yl)-9H-purine ClC1=C(C=CC(=C1)OCCN1CCNCC1)C=1N(C2=NC=NC(=C2N1)OC1(CC1)C)[C@H](CC1=NC=CC=C1)C